C(C=C)(=O)N1CCN(CC1)C1=C(C(=NC2=C(C(=C(C=C12)Cl)C1=CC=C(C2=C1N=C(S2)N)F)F)C2=CC=NN2C)C#N 4-(4-Acryloylpiperazin-1-yl)-7-(2-amino-7-fluorobenzo[d]thiazol-4-yl)-6-chloro-8-fluoro-2-(1-Methyl-1H-pyrazol-5-yl)quinoline-3-carbonitrile